(S)-2-(dimethylamino)-N-((S)-1-(4-(4-isopropyl-5-(8-methoxy-[1,2,4]triazolo[1,5-a]pyridin-6-yl)-1H-pyrazol-3-yl)phenyl)ethyl)-N-methylpropanamide CN([C@H](C(=O)N(C)[C@@H](C)C1=CC=C(C=C1)C1=NNC(=C1C(C)C)C=1C=C(C=2N(C1)N=CN2)OC)C)C